1-(3,5-dibromophenyl)-3,5-dimethyl-1H-pyrazole BrC=1C=C(C=C(C1)Br)N1N=C(C=C1C)C